(S)-7-(bromomethyl)-2-(cyclopropyl(4-methoxypyridin-2-yl)methyl)-5-(1,3-dimethyl-1H-pyrazol-4-yl)-3,4-dihydroisoquinolin-1(2H)-one BrCC1=CC(=C2CCN(C(C2=C1)=O)[C@H](C1=NC=CC(=C1)OC)C1CC1)C=1C(=NN(C1)C)C